2-(3-(8-Amino-6-(1-methyl-1H-pyrazol-4-yl)imidazo[1,2-a]pyrazin-3-yl)-4-methylphenyl)-3,3,3-trifluoropropane-1,2-diol NC=1C=2N(C=C(N1)C=1C=NN(C1)C)C(=CN2)C=2C=C(C=CC2C)C(CO)(C(F)(F)F)O